6-benzyl-5,7-dihydro-6H-pyrrolo[3,4-d]pyrimidine C(C1=CC=CC=C1)N1CC=2N=CN=CC2C1